N-(6-bromopyridine-2-yl)-3-methoxy-1-(4-methoxybenzyl)-1H-pyrazole-4-formamide BrC1=CC=CC(=N1)NC(=O)C=1C(=NN(C1)CC1=CC=C(C=C1)OC)OC